C(C)OC(=O)C=1C=NC2=NC(=CC=C2C1NCC1=CC=C(C=C1)S(N)(=O)=O)OC 7-methoxy-4-((4-sulfamoylbenzyl)amino)-1,8-naphthyridine-3-carboxylic acid ethyl ester